5-Amino-3-[2-chloro-4-[2-[[3-(3-methyl-1-bicyclo[1.1.1]pentanyl)isoxazol-5-yl]amino]-2-oxoethyl]phenyl]-1-isopropyl-pyrazole-4-carboxamide NC1=C(C(=NN1C(C)C)C1=C(C=C(C=C1)CC(=O)NC1=CC(=NO1)C12CC(C1)(C2)C)Cl)C(=O)N